N-(1,6-dimethyl-9H-xanthen-9-yl)-5-ethyl-2-oxo-6-(trifluoromethyl)-1,2-dihydropyridine-3-carboxamide CC1=CC=CC=2OC3=CC(=CC=C3C(C12)NC(=O)C=1C(NC(=C(C1)CC)C(F)(F)F)=O)C